C(#N)C1=CC=C(C=N1)N1N(C(C(C(C1)=O)=C(SC)NC1=CC=C(C=C1)F)=O)C(=O)OC Methyl 2-(6-cyanopyridin-3-yl)-5-(((4-fluorophenyl)amino)(methylthio)methylene)-4,6-dioxotetrahydropyridazine-1(2H)-carboxylate